4'-chloro-9'-(1,4-dioxaspiro[4.5]dec-7-en-8-yl)-5'H-spiro[cyclohexane-1,7'-indolo[1,2-a]quinazolin]-5'-one ClC=1C=2C(N=C3N(C2C=CC1)C1=CC=C(C=C1C31CCCCC1)C1=CCC3(OCCO3)CC1)=O